C1(CCCCC1)NCC(=O)[O-] cyclohexylglycinate